4,13-dioxo-3,14-dioxa-5,12-diazahexadecane-1,16-diyl bis(4-(3,7-bis((2-(dimethylamino)ethyl)thio)-4,8-dimethylnonyl)-3-((2-(dimethylamino)ethyl)thio)cyclohexanecarboxylate) CN(CCSC(CCC1C(CC(CC1)C(=O)OCCOC(NCCCCCCNC(OCCOC(=O)C1CC(C(CC1)CCC(C(CCC(C(C)C)SCCN(C)C)C)SCCN(C)C)SCCN(C)C)=O)=O)SCCN(C)C)C(CCC(C(C)C)SCCN(C)C)C)C